Trimethoxy[3-(phenyl-amino)propyl]silane CO[Si](CCCNC1=CC=CC=C1)(OC)OC